OCCC(C)(C)NC(OC(C)(C)C)=O Tert-butyl (4-hydroxy-2-methylbutan-2-yl)carbamate